FC(CN1C(=C(C(C(=C1)C1=CC(=C(C=C1)F)C)=O)C(=O)NC1=CC(=C(C=C1)OC1=CC=NC2=CC(=CN=C12)OC)F)C)F 1-(2,2-difluoroethyl)-N-[3-fluoro-4-[(7-methoxy-1,5-naphthyridin-4-yl)oxy]phenyl]-5-(4-fluoro-3-methylphenyl)-2-methyl-4-oxopyridine-3-carboxamide